N1(C=NC2=C1C=CC=C2)C2=NC(=CC(=N2)N=[S@](=O)(C)C2CC2)N2[C@@H](COCC2)C (S)-((2-(1H-benzo[d]imidazol-1-yl)-6-((R)-3-methylmorpholino)pyrimidin-4-yl)imino)(cyclopropyl)(methyl)-λ6-sulfanone